C(CCCCCCCCC\C=C/C\C=C/CCCCC)OC[C@H](COCCCCC)N(C)C (S)-1-[(11Z,14Z)-icosa-11,14-dien-1-yloxy]-N,N-dimethyl-3-(pentyloxy)propan-2-amine